FC=1SC=CN1 (-)-fluorothiazole